6-(benzyloxy)-7-bromo-8-fluoro-3,4-dihydronaphthalen-2(1H)-one C(C1=CC=CC=C1)OC=1C=C2CCC(CC2=C(C1Br)F)=O